Pyridinebisamide N1=C(C(=CC=C1)C(=O)N)C(=O)N